1,1-dimethyl-2-(4-methoxyphenyl)ethylamine maleate C(\C=C/C(=O)O)(=O)O.CC(CC1=CC=C(C=C1)OC)(C)N